1-butyl-1-methylpiperidinium C(CCC)[N+]1(CCCCC1)C